(3-nitrophenyl)pyridin [N+](=O)([O-])C=1C=C(C=CC1)C1=NC=CC=C1